4,5-dimethyl-2-[1,7,7-trimethylbicyclo[2.2.1]hept-2-yl]phenolate CC1=CC(=C(C=C1C)[O-])C1C2(CCC(C1)C2(C)C)C